OC1CC2CC[C@H]3[C@@H]4CC[C@H]([C@@H](CCC(=O)O)C)[C@]4(C(C[C@@H]3[C@]2(CC1)C)O)C 3,12-dihydroxycholan-24-oic acid